(1R,2R)-1-((S)-5H-Imidazo[5,1-a]isoindol-5-yl)spiro[3.3]heptan-2-ol C=1N=CN2C1C1=CC=CC=C1[C@@H]2[C@@H]2[C@@H](CC21CCC1)O